N1C=CC=2C1=C(N=CC2)C(=O)O pyrrolo[2,3-c]pyridine-7-carboxylic acid